1-(3-aminophenyl)-N-methylmethanesulfonamide NC=1C=C(C=CC1)CS(=O)(=O)NC